3-(sec-butyl)-N-(3-fluorophenyl)-2-oxo-1,2,3,5-tetrahydro-4H-benzo[1,4]diazepine-4-carboxamide C(C)(CC)C1C(NC2=C(CN1C(=O)NC1=CC(=CC=C1)F)C=CC=C2)=O